O1CCCC12CCNCC2 oxa-8-azaspiro[4.5]decane